ClC1=C(C=C(C=N1)N1C[C@@H](N(CC1)C(=O)OC(C)(C)C)C)F tert-butyl (S)-4-(6-chloro-5-fluoropyridin-3-yl)-2-methylpiperazine-1-carboxylate